phthalate (diisobutyl phthalate) C(C(C)C)C=1C(=C(C(C(=O)O)=CC1)C(=O)O)CC(C)C.C(C=1C(C(=O)O)=CC=CC1)(=O)O